BrC1=CC=C(C=C1)C1(CC=C(C=C1)N(C1=CC=CC=C1)C1=CC=CC=C1)NC1=CC=CC=C1.[N] nitrogen 1-(4-bromophenyl)-N1,N4,N4-Triphenylbenzene-1,4-diamine